2-(2,5-diazabicyclo[2.2.1]hept-2-yl)-6-fluoro-4-isobutylbenzonitrile hydrochloride Cl.C12N(CC(NC1)C2)C2=C(C#N)C(=CC(=C2)CC(C)C)F